C1=CC=C(C=C1)/C=C/C(=O)N=C(N)N cinnamoylguanidine